OCCOC(C(=C)CCO)=O 2-hydroxyethyl-(2-hydroxyethyl acrylate)